2-((1s,2r)-1-(2-cyanophenyl)-1-(3,5,6-trimethylpyrazin-2-yl)propan-2-yl)-5-hydroxy-N-(isoxazol-4-yl)-1-methyl-6-oxo-1,6-dihydropyrimidine-4-carboxamide C(#N)C1=C(C=CC=C1)[C@H]([C@@H](C)C=1N(C(C(=C(N1)C(=O)NC=1C=NOC1)O)=O)C)C1=NC(=C(N=C1C)C)C